3,3,4,4,5,5,6,6,7,7,7-undecafluoro-1-iodohept-1-ene FC(C=CI)(C(C(C(C(F)(F)F)(F)F)(F)F)(F)F)F